2-(2-methylpyridin-4-yl)-N-(2-(piperidin-1-yl)-5-(pyrrolidin-1-yl)thiazolo[4,5-b]Pyridin-6-yl)oxazole-4-carboxamide CC1=NC=CC(=C1)C=1OC=C(N1)C(=O)NC=1C=C2C(=NC1N1CCCC1)N=C(S2)N2CCCCC2